tert-butyl (S)-2-((4-(4,4,5,5-tetramethyl-1,3,2-dioxaborolan-2-yl)-1H-pyrazol-1-yl)methyl)morpholine-4-carboxylate CC1(OB(OC1(C)C)C=1C=NN(C1)C[C@@H]1CN(CCO1)C(=O)OC(C)(C)C)C